CN1CCN(CC1)C1=NCN(C=C1)C1=NNC2=CC(=CC=C12)NC1=NC=C(C(=N1)NC1=C(C=CC=C1)CNS(=O)=O)C(F)(F)F N-(2-((2-((3-(4-(4-methylpiperazin-1-yl)pyrimidin-1-yl)-1H-indazol-6-yl)amino)-5-(trifluoromethyl)pyrimidin-4-yl)amino)phenyl)methylsulfonamide